ClC=1C=C2C(C(=C(NC2=CC1OC)C)C1=CC=C(C=C1)C1=CC(=C(C(=C1)F)OC)F)=O 6-Chloro-3-(3',5'-difluoro-4'-methoxy-[1,1'-biphenyl]-4-yl)-7-methoxy-2-methylquinolin-4(1H)-one